pyrrolo[3,2-d]isothiazole S1NC=C2C1=NC=C2